OC1=C(C=O)C=CC(=C1O)C=O 2,3-Dihydroxyterephthalaldehyde